N-(3-(benzo[d]oxazol-2-yl)phenyl)-2-(2-methoxyphenyl)acetamide sodium (Z)-4-(N-((4-amino-2-methylpyrimidin-5-yl)methyl)formamido)-3-sulfidopent-3-en-1-yl-phosphate NC1=NC(=NC=C1CN(C=O)\C(=C(\CCOP(=O)([O-])[O-])/[S-])\C)C.[Na+].O1C(=NC2=C1C=CC=C2)C=2C=C(C=CC2)NC(CC2=C(C=CC=C2)OC)=O.[Na+].[Na+]